(1s,3s)-3-{3-[4-ethyl-2-(methoxymethoxy)-6-methylphenyl]-5-methyl-7H-pyrrolo[2,3-c]pyridazin-7-yl}-1-methylcyclobutanol C(C)C1=CC(=C(C(=C1)C)C1=CC2=C(N=N1)N(C=C2C)C2CC(C2)(O)C)OCOC